acrylic acid 2-[2-(2-Methoxyethoxy)ethoxy]ethyl ester COCCOCCOCCOC(C=C)=O